(1S,3R)-3-(3-{[(3,5-difluorophenyl)acetyl]-amino}-1H-pyrazol-5-yl)-cyclopentyl {[(1R,2R)-2-(hydroxymethyl)cyclopropyl]methyl}carbamate OC[C@H]1[C@@H](C1)CNC(O[C@@H]1C[C@@H](CC1)C1=CC(=NN1)NC(CC1=CC(=CC(=C1)F)F)=O)=O